FC(C1=C(C=C2CCCN(C2=C1)C=1C=2C=C(C(N(C2C=C(C1)C(C)C)C)=O)C)C=1C=CC(=NC1)C(=O)NC\C=C\C1=C2CN(C(C2=CC=C1)=O)C1C(NC(CC1)=O)=O)F (E)-5-(7-(Difluoromethyl)-7'-isopropyl-1',3'-dimethyl-2'-oxo-1',2',3,4-tetrahydro-2H-[1,5'-biquinolin]-6-yl)-N-(3-(2-(2,6-dioxopiperidin-3-yl)-1-oxoisoindolin-4-yl)allyl)picolinamide